O1COC2=C1C=CC(=C2)N(C(C2=CC(=CC=C2)N2N=C(C=1CN(CCOC12)C)C(F)(F)F)=O)C N-(1,3-benzodioxol-5-yl)-N-methyl-3-[5-methyl-3-(trifluoromethyl)-6,7-dihydro-4H-pyrazolo[4,3-f][1,4]oxazepin-1-yl]benzamide